(R)-3'-(3-aminopropyl)-6'-hydroxy-2',4',6'-trimethylspiro[cyclopropane-1,5'-inden]-7'(6'H)-one NCCCC1=C(C=C2C([C@](C3(C(=C12)C)CC3)(C)O)=O)C